Cl.FC([C@H]1NCCNC1)F (S)-2-(difluoromethyl)piperazine hydrochloride